C(C=C)(=O)N1[C@@H](CN(C[C@@H]1C)C1=C(C(N(C2=NC(=C(C=C12)Cl)Cl)C=1C(=NC=CC1C)C(C)C)=O)C#N)C ((3R,5S)-4-acryloyl-3,5-dimethylpiperazin-1-yl)-6,7-dichloro-1-(2-isopropyl-4-methylpyridin-3-yl)-2-oxo-1,2-dihydro-1,8-naphthyridine-3-carbonitrile